(3R)-3-({1-cyclopentyl-5-[2-(trifluoromethyl)phenyl]-1H-pyrazol-3-yl}formamido)-3-[(oxan-4-yl)carbamoyl]propanoic acid C1(CCCC1)N1N=C(C=C1C1=C(C=CC=C1)C(F)(F)F)C(=O)N[C@H](CC(=O)O)C(NC1CCOCC1)=O